(S)-6-(4-(methoxycarbonyl)phenyl)-4-(pyrimidin-2-yl)-3,6-dihydropyridine-1(2H)-carboxylic acid COC(=O)C1=CC=C(C=C1)[C@@H]1C=C(CCN1C(=O)O)C1=NC=CC=N1